(1r,3s)-N-benzyl-3-(trifluoromethyl)cyclohexane-1-carboxamide C(C1=CC=CC=C1)NC(=O)[C@H]1C[C@H](CCC1)C(F)(F)F